N-(1-methyl-1H-pyrazole-4-yl)butanamide CN1N=CC(=C1)NC(CCC)=O